6-((2,6-dimethylpyrimidin-4-yl)amino)-N-ethoxy-4-((4-isopropoxy-2-(N-methylsulfonylamino)phenyl)amino)nicotinamide CC1=NC(=CC(=N1)NC1=NC=C(C(=O)NOCC)C(=C1)NC1=C(C=C(C=C1)OC(C)C)NS(=O)(=O)C)C